C(C1=CC=CC=C1)OC=1C=C2C(N(C=NC2=CC1)C1=CC=C(C=C1)Br)=O 6-(benzyloxy)-3-(4-bromophenyl)quinazolin-4-one